(R)-N-(1-(2-((tert-butyldimethylsilyl)oxy)-3-methoxypropyl)-5-methyl-1H-pyrazol-4-yl)-1,1-diphenylmethanimine [Si](C)(C)(C(C)(C)C)O[C@H](CN1N=CC(=C1C)N=C(C1=CC=CC=C1)C1=CC=CC=C1)COC